C(C)N1N=NC2=C1C=CC(=C2C)[C@H](C(C(=O)OCC2=CC=CC=C2)(C)C)C2=NC=C(C(=C2)CO)C |r| (R/S)-benzyl 3-(1-ethyl-4-methyl-1H-benzo[d][1,2,3]triazol-5-yl)-3-(4-(hydroxymethyl)-5-methylpyridin-2-yl)-2,2-dimethylpropanoate